(2-bromo-5-methyl-phenyl)-2-hydroxyimino-acetamide BrC1=C(C=C(C=C1)C)C(C(=O)N)=NO